2-[(2,6-difluoro-4-pyridinyl)-(2-methylsulfonyl-propionyl)amino]-N-(2,2-dimethylcyclobutyl)-5-methyl-thiazole-4-carboxamide FC1=NC(=CC(=C1)N(C=1SC(=C(N1)C(=O)NC1C(CC1)(C)C)C)C(C(C)S(=O)(=O)C)=O)F